Methyl 2,3,4-trifluorobenzoate FC1=C(C(=O)OC)C=CC(=C1F)F